[3-(2-ethoxy-1,1-difluoro-2-oxo-ethyl)phenyl]boronic acid C(C)OC(C(F)(F)C=1C=C(C=CC1)B(O)O)=O